1-(5-((5-cyano-4-(3-methoxyphenyl)thiazol-2-yl)carbamoyl)pyridin-2-yl)piperidine-4-carboxylic acid methyl ester COC(=O)C1CCN(CC1)C1=NC=C(C=C1)C(NC=1SC(=C(N1)C1=CC(=CC=C1)OC)C#N)=O